C1(CC1)C1=C(C(=NO1)C1=NN(C2=C1C(=NC=C2F)N)C(C)C)C2=NN(C=C2)C 3-(5-cyclopropyl-4-(1-methyl-1H-pyrazol-3-yl)isoxazol-3-yl)-7-fluoro-1-isopropyl-1H-pyrazolo[4,3-c]pyridin-4-amine